5-[(1S)-1-methoxyethyl]-1-(pyridin-2-yl)-1H-pyrazole-4-carboxylic acid ethyl ester C(C)OC(=O)C=1C=NN(C1[C@H](C)OC)C1=NC=CC=C1